1-(1-Bromoethyl)-4-nitrobenzene BrC(C)C1=CC=C(C=C1)[N+](=O)[O-]